5-(bromomethyl)-4-(4-fluorophenyl)-1-methyl-1H-1,2,3-triazole BrCC1=C(N=NN1C)C1=CC=C(C=C1)F